2-oxo-1-(2-((4-(trifluoromethyl)phenyl)amino)phenyl)piperidine-4-carboxylic acid O=C1N(CCC(C1)C(=O)O)C1=C(C=CC=C1)NC1=CC=C(C=C1)C(F)(F)F